C(#N)C=1C=NN2C1C(=CC(=C2)C=2C=NN(C2)C)/C=C/C2=C(C=C(C=C2)NC(C=C)=O)OC (E)-N-(4-(2-(3-cyano-6-(1-methyl-1H-pyrazol-4-yl)pyrazolo[1,5-a]pyridin-4-yl)vinyl)-3-methoxyphenyl)acrylamide